4,4'-Bis(triphenylsilyl)biphenyl C1(=CC=CC=C1)[Si](C1=CC=C(C=C1)C1=CC=C(C=C1)[Si](C1=CC=CC=C1)(C1=CC=CC=C1)C1=CC=CC=C1)(C1=CC=CC=C1)C1=CC=CC=C1